platinum tetrakis(pentafluorophenyl)porphyrin FC1=C(C(=C(C(=C1C1=C2C=CC(C(=C3C=CC(=C(C=4C=CC(=C(C5=CC=C1N5)C5=C(C(=C(C(=C5F)F)F)F)F)N4)C4=C(C(=C(C(=C4F)F)F)F)F)N3)C3=C(C(=C(C(=C3F)F)F)F)F)=N2)F)F)F)F.[Pt]